C(C1=CC=CC=C1)OCC=1OC=C(C=NC1)OC (2S,6R)-2-((benzyloxy)methyl)-6-methoxy-1,4-oxazepine